C(C)(C)C1=C(C(=CC=C1)C(C)C)NC1=C(C=CC=2C3=C(OC21)C=C2C=CC=CC2=C3)N N4-(2,6-diisopropylphenyl)naphtho[2,3-b]benzofuran-3,4-diamine